tert-butyl 3-(4-nitro-1-oxoisoindolin-2-yl)-2,6-dioxopiperidine-1-carboxylate [N+](=O)([O-])C1=C2CN(C(C2=CC=C1)=O)C1C(N(C(CC1)=O)C(=O)OC(C)(C)C)=O